4-[1-(4,5-dihydro-4,4-dimethyl-2-oxazolyl)-1-methylethyl]phenethyl alcohol CC1(N=C(OC1)C(C)(C)C1=CC=C(CCO)C=C1)C